((1-(tert-butoxycarbonyl)piperidin-4-yl)amino)-2-chloropyrimidine-5-carboxylic acid C(C)(C)(C)OC(=O)N1CCC(CC1)NC1=NC(=NC=C1C(=O)O)Cl